3-((4-(4-chloro-7,7-dimethyl-5-oxo-5,7-dihydroindolo[1,2-a]quinazolin-10-yl)piperidin-1-yl)methyl)cyclobutane-1-carboxylic acid ClC=1C=2C(N=C3N(C2C=CC1)C1=CC(=CC=C1C3(C)C)C3CCN(CC3)CC3CC(C3)C(=O)O)=O